Triphenylsulfonium hexafluoro-phosphat F[P-](F)(F)(F)(F)F.C1(=CC=CC=C1)[S+](C1=CC=CC=C1)C1=CC=CC=C1